O1N=C(C2=C1C=CC=C2)CN2C(CCC1=CC=CC=C21)=O 1-(benzo[d]isoxazol-3-ylmethyl)-3,4-dihydroquinolin-2(1H)-one